1,2-dimethyl-tetra(dimethylamino)disilane C[Si]([Si](C)(N(C)C)N(C)C)(N(C)C)N(C)C